CN1C=CC2=C1C(N(N=C2)CC(=O)N[C@@H](C)C2=CC=C(C=C2)C)=O (S)-2-(1-methyl-7-oxo-1,7-dihydro-6H-pyrrolo[2,3-d]pyridazin-6-yl)-N-(1-(p-tolyl)ethyl)acetamide